2-(3-indolyl)ethylamine N1C=C(C2=CC=CC=C12)CCN